4-(3-methoxy-4-methyl-phenyl)butanenitrile COC=1C=C(C=CC1C)CCCC#N